2-(3-fluoro-4-vinylphenyl)pyrrolidine-1-carboxylic acid tert-butyl ester C(C)(C)(C)OC(=O)N1C(CCC1)C1=CC(=C(C=C1)C=C)F